1,1,3,3-tetramethylguanidinium isostearate C(CCCCCCCCCCCCCCC(C)C)(=O)[O-].CN(C(=[NH2+])N(C)C)C